N-Propionylpropanamide CCC(=O)NC(=O)CC